NC(CCCCCCCCCCCCCCCCC)(N)N triaminooctadecane